[N+](=O)([O-])C1=C2CN(C(C2=CC=C1)=O)C1C(N(C(CC1)=O)C(=O)OC(C)(C)C)=O Tert-butyl 3-(4-nitro-1-oxo-1,3-dihydro-isoindol-2-yl)-2,6-dioxo-piperidine-1-carboxylate